[Cu].[Si].[Al].[W] tungsten-aluminum-silicon-copper